ClC=1C=C2CC(CC2=CC1)NC=1C=CC(=NC1)C(C(F)(F)F)N1C([C@H](CC1)NC(N(C)C)=O)=O 3-((3S)-1-(1-(5-((5-Chloro-2,3-dihydro-1H-inden-2-yl)amino)pyridin-2-yl)-2,2,2-trifluoroethyl)-2-oxopyrrolidin-3-yl)-1,1-dimethylurea